NCCNC(CCC1=C(NC2=NC=CC=C21)C2=C(C=C(C=C2)C)C2=CC=CC=C2)=O N-(2-aminoethyl)-3-(2-(5-methyl-[1,1'-biphenyl]-2-yl)-1H-pyrrolo[2,3-b]pyridin-3-yl)propanamide